C(C)N1C(NC2=CC(=CC(=C2C1=O)F)CN1CCN(CC1)C=1C=CC(=NC1F)C(=O)NC)=O 5-(4-((3-ethyl-5-fluoro-2,4-dioxo-1,2,3,4-tetrahydroquinazolin-7-yl)methyl)piperazin-1-yl)-6-fluoro-N-methylpicolinamide